2-[4,7,10-tris(carboxymethyl)-1,4,7,10-tetraaza-1-cyclododecyl]glutaric acid C(=O)(O)CN1CCN(CCN(CCN(CC1)CC(=O)O)CC(=O)O)C(C(=O)O)CCC(=O)O